tert-butyl (4-(2-((tert-butoxycarbonyl)glycyl)hydrazine-1-carbonyl)phenyl)((2S,4R)-2-methyl-1-propionyl-1,2,3,4-tetrahydroquinolin-4-yl)carbamate C(C)(C)(C)OC(=O)NCC(=O)NNC(=O)C1=CC=C(C=C1)N(C(OC(C)(C)C)=O)[C@@H]1C[C@@H](N(C2=CC=CC=C12)C(CC)=O)C